CC1=CC2=C(N=C(S2)N)C=C1 6-methylbenzo[d]thiazole-2-amine